Piperidin-4-yl(8-(4-(trifluoromethyl)phenyl)-1,3,4,5-tetrahydro-2H-1,5-methanobenzo[c]azepin-2-yl)methanone N1CCC(CC1)C(=O)N1C2C3=C(C(CC1)C2)C=CC(=C3)C3=CC=C(C=C3)C(F)(F)F